FC([C@H]1N(C(OC1)=O)C=1N=C2N(CCOC3=C2C=CC(=C3)N[C@H](C(=O)N)[C@H](C)OC)C1)F (2s,3S)-2-((2-((S)-4-(difluoromethyl)-2-oxooxazolidin-3-yl)-5,6-dihydrobenzo[f]imidazo[1,2-d][1,4]oxazepin-9-yl)amino)-3-methoxybutanamide